NC=1SC=C(N1)/C(/C(=O)NC1C2SC(CN2C1=O)C(=O)O)=N/OC(C)(C)C(=O)O 6-((Z)-2-(2-aminothiazol-4-yl)-2-(((2-carboxypropan-2-yl)oxy)imino)acetamido)-7-oxo-4-thia-1-azabicyclo[3.2.0]heptane-3-carboxylic acid